O=C(C(C[C@H]1C(NCC1)=O)NC(=O)[C@H]1N([C@@H]2C[C@@H]2C1)C(=O)[C@H]1OCCC1)COC(F)(F)F (1R,3S,5R)-N-(3-oxo-1-((S)-2-oxopyrrolidin-3-yl)-4-(trifluoromethoxy)butan-2-yl)-2-((S)-tetrahydrofuran-2-carbonyl)-2-azabicyclo[3.1.0]-hexane-3-carboxamide